7-(3-aminophenyl)-1-(3,4,5-trimethoxyphenyl)pyrrolo[1,2-a]pyrazine NC=1C=C(C=CC1)C=1C=C2N(C=CN=C2C2=CC(=C(C(=C2)OC)OC)OC)C1